(3-((Benzyloxy)methyl)-4-ethyl-5-oxo-4,5-dihydro-1H-1,2,4-triazol-1-yl)-3-fluoro-8-(prop-1-en-2-yl)-6-(o-tolyl)-1,6-naphthyridin-5(6H)-one C(C1=CC=CC=C1)OCC1=NN(C(N1CC)=O)C1=NC=2C(=CN(C(C2C=C1F)=O)C1=C(C=CC=C1)C)C(=C)C